CC1C(CCC(=C1)C)C=O 2,4-dimethyl-3-cyclohexenyl-formaldehyde